O=C1NC(CCC1C1=NN(C2=C(C=CC=C12)NC(CN1[C@H](CN(C[C@H]1C)C(=O)OC(C)(C)C)C)=O)C)=O Tert-butyl (3S,5R)-4-(2-((3-(2,6-dioxopiperidin-3-yl)-1-methyl-1H-indazol-7-yl) amino)-2-oxoethyl)-3,5-dimethylpiperazin-1-carboxylate